C(C1=CC=CC=C1)OC(=O)N[C@H](C=1N=C2N(N=C(C=C2)CC2(C(NCC(C2)(F)F)=O)C(=O)OC)C1)C1CCC(CC1)(F)F methyl 3-((2-((S)-(((benzyloxy)carbonyl)amino)(4,4-difluorocyclohexyl)methyl)imidazo[1,2-b]pyridazin-6-yl)methyl)-5,5-difluoro-2-oxopiperidine-3-carboxylate